C1(CCC1)C1=C(C=CC=C1)C1=C(C=2N=C(N=C(C2C=N1)N1C[C@H]2CC[C@@H](C1)N2C(=O)OC(C)(C)C)OCC21CCCN1CC(C2)F)F tert-butyl (1R,5S)-3-(7-(2-cyclobutylphenyl)-8-fluoro-2-((2-fluorotetrahydro-1H-pyrrolizin-7a(5H)-yl)methoxy)pyrido[4,3-d]pyrimidin-4-yl)-3,8-diazabicyclo[3.2.1]octane-8-carboxylate